1-(trans-5-([1,1'-biphenyl]-2-yloxy)octahydro-cyclopenta[c]pyrrole-2-carbonyl)-4-methyl-1H-pyrazole-3-carboxylic acid C1(=C(C=CC=C1)OC1CC2C(CN(C2)C(=O)N2N=C(C(=C2)C)C(=O)O)C1)C1=CC=CC=C1